3-(triethoxysilyl)propyl-n-tetradecyldimethyl-ammonium chloride [Cl-].C(C)O[Si](CCC[N+](C)(C)CCCCCCCCCCCCCC)(OCC)OCC